5-phospho-pseudouridine P(=O)(O)(O)C1([C@H]2[C@H](O)[C@H](O)[C@@H](CO)O2)C=NC(=O)NC1=O